2-(4-((3-methylquinolin-4-yl)amino)phenyl)-N-(2-sulfamoylphenyl)acetamide CC=1C=NC2=CC=CC=C2C1NC1=CC=C(C=C1)CC(=O)NC1=C(C=CC=C1)S(N)(=O)=O